3-(1,4-Dimethyl-1H-benzotriazol-5-yl)-3-(7-{[(4R)-7-ethoxy-4-ethyl-1,1-dioxido-3,4-dihydro-2H-pyrido[2,3-b][1,4,5]oxathiazepin-2-yl]methyl}-1-benzothiophen-5-yl)propanoic acid CN1N=NC2=C1C=CC(=C2C)C(CC(=O)O)C=2C=C(C1=C(C=CS1)C2)CN2S(C1=C(O[C@@H](C2)CC)N=C(C=C1)OCC)(=O)=O